2-(3-chloro-propionyl)-5-(2-ethylsulfanyl-propyl)-3-hydroxy-cyclohex-2-enone ClCCC(=O)C=1C(CC(CC1O)CC(C)SCC)=O